C(C)(C)(C)OC(=O)N1CCC(CC1)C=1C=NN(C1)C1=CC(=C2CN(C(C2=C1)=O)C(C(=O)O[Li])C1=C2N(C=N1)CCC2)F [2-[6-[4-(1-tert-butoxycarbonyl-4-piperidyl)pyrazol-1-yl]-4-fluoro-1-oxo-isoindolin-2-yl]-2-(6,7-dihydro-5H-pyrrolo[1,2-c]imidazol-1-yl)acetyl]oxylithium